Cis-propenyl-phosphoric acid C(=C/C)/OP(O)(O)=O